(S)-6-chloro-4-(cyclopropylethynyl)-4-(1,1-difluoroethyl)-7-((4-(methoxymethyl)-6-oxopyrimidin-1(6H)-yl)methyl)-3,4-dihydroquinazolin-2(1H)-one ClC=1C=C2[C@](NC(NC2=CC1CN1C=NC(=CC1=O)COC)=O)(C(C)(F)F)C#CC1CC1